N,N'-diethyl-4,4'-bipyridyl dichloride [Cl-].[Cl-].C(C)N1C=CC(C=C1)=C1C=CN(C=C1)CC